C(CCCCCCCC\C=C\C=C\CCC)=O E,E-10,12-hexadecadienal